ammonium silicate [Si]([O-])([O-])([O-])[O-].[NH4+].[NH4+].[NH4+].[NH4+]